C(C1=CC=CC=C1)N([C@H](C(=O)OC)CO)S(=O)(=O)NC(=O)C(C)(C)C methyl (2S)-2-{benzyl [(tert-butylcarbonyl) aminosulfonyl] amino}-3-hydroxypropionate